(S)-quinuclidin-3-yl (5-(3-(2-methoxyethoxy)phenyl)-2,2-dimethyl-2,3-dihydro-1H-inden-1-yl)carbamate COCCOC=1C=C(C=CC1)C=1C=C2CC(C(C2=CC1)NC(O[C@@H]1CN2CCC1CC2)=O)(C)C